3-(5-((6-aminohexyl)amino)-2-methyl-4-oxoquinazolin-3(4H)-yl)piperidine-2,6-dione NCCCCCCNC1=C2C(N(C(=NC2=CC=C1)C)C1C(NC(CC1)=O)=O)=O